OC=1C=C2CC[C@@H]([C@@H](C2=CC1)C1=CC=C(OCCN2CCC(CC2)C(=O)N2CCN(CC2)C2=CC=C(C=C2)N2C(NC(CC2)=O)=O)C=C1)C1=CC=CC=C1 1-(4-(4-(1-(2-(4-((1R,2S)-6-hydroxy-2-phenyl-1,2,3,4-tetrahydronaphthalen-1-yl)phenoxy)ethyl)piperidine-4-carbonyl)piperazin-1-yl)phenyl)dihydropyrimidine-2,4(1H,3H)-dione